(4'-(methylthio)-[1,1'-biphenyl]-2-yl)diphenylphosphine CSC1=CC=C(C=C1)C1=C(C=CC=C1)P(C1=CC=CC=C1)C1=CC=CC=C1